COC=1C=C(C=CC1)NC1=NC=NC2=C1N=CN=C2NN=CC=2C=C(C(=CC2)O)O 4-((2-(8-((3-methoxyphenyl)amino)pyrimido[5,4-d]pyrimidin-4-yl)hydrazineylidene)methyl)benzene-1,2-diol